C1=CC=CC=2C3=CC=CC=C3C(=CC12)N(C1=CC=CC=C1)C1=CC=C(C=C1)C1=CC=C(C=C1)N(C=1C2=CC=CC=C2C=2C=CC=CC2C1)C1=CC=CC=C1 bis[N-(9-phenanthryl)-N-phenylamino]biphenyl